3-isopropyl-6-nitrobenzo[d]thiazol-2(3H)-one C(C)(C)N1C(SC2=C1C=CC(=C2)[N+](=O)[O-])=O